4-(trans-4'-n-propyl-cyclohexyl)cyclohexanone C(CC)[C@@H]1CC[C@H](CC1)C1CCC(CC1)=O